1H-indazol-5-yl-5-(trifluoromethyl)imidazo[4,5-b]pyridin-2-amine N1N=CC2=CC(=CC=C12)C=1C=C2C(=NC1C(F)(F)F)N=C(N2)N